P1(CCCCO1)=O phosphavalerolactone